(4-(2-chlorobenzyl)-2-(2-isopropylphenyl)piperazin-1-yl)-7-azaspiro[3.5]Nonane ClC1=C(CN2CC(N(CC2)C2CCC23CCNCC3)C3=C(C=CC=C3)C(C)C)C=CC=C1